tert-butyl (R)-2-(4-(4-(3-hydroxyprop-1-yn-1-yl)phenyl)-2,3,9-trimethyl-6H-thieno[3,2-f][1,2,4]triazolo[4,3-a][1,4]diazepin-6-yl)acetate OCC#CC1=CC=C(C=C1)C1=N[C@@H](C=2N(C3=C1C(=C(S3)C)C)C(=NN2)C)CC(=O)OC(C)(C)C